BrC1=CC=C2C=C(C(=NC2=C1C(NC1=CSC=C1)=O)OC)C(=O)OC Methyl 7-bromo-2-methoxy-8-(thiophen-3-ylcarbamoyl)quinoline-3-carboxylate